C(C)(C)C1OCC=C(C1)C 2-isopropyl-4-methyl-3,6-dihydro-2H-pyran